5,6-dihydro-[1,2,4]triazolo[1,5-a]pyrazin N=1C=NN2C1C=NCC2